C[C@@H]1CN(CCN1C)CC1=CC(=NC(=C1)C(F)(F)F)N1C(C2=CC(=CC=C2C1)C1(COC1)CC1=NN=CN1C)=O (R)-2-(4-((3,4-Dimethylpiperazin-1-yl)methyl)-6-(trifluoromethyl)pyridin-2-yl)-6-(3-((4-methyl-4H-1,2,4-triazol-3-yl)methyl)oxetan-3-yl)isoindolin-1-one